BrC1=CC=C(C=N1)C(=O)N1C[C@H](O[C@@H](C1)C)C (6-bromopyridin-3-yl)((2R,6R)-2,6-dimethylmorpholinyl)methanone